(2R,4S)-N-((S,E)-1-(methylsulfonyl)pent-1-en-3-yl)-2-phenyl-4-(trifluoromethyl)piperidine-1-carboxamide CS(=O)(=O)\C=C\[C@H](CC)NC(=O)N1[C@H](C[C@H](CC1)C(F)(F)F)C1=CC=CC=C1